bis(2,4,6-trimethyl-benzoyl)phosphine CC1=C(C(=O)PC(C2=C(C=C(C=C2C)C)C)=O)C(=CC(=C1)C)C